[6-(3-cyclopropyl-1,2,4-triazol-1-yl)-2-azaspiro[3.3]heptan-2-yl]-[2-[2-(trifluoromethyl)phenyl]sulfonyl-2,6-diazaspiro[3.3]heptan-6-yl]methanone C1(CC1)C1=NN(C=N1)C1CC2(CN(C2)C(=O)N2CC3(CN(C3)S(=O)(=O)C3=C(C=CC=C3)C(F)(F)F)C2)C1